10-(9'-phenyl-3,3'-bi-9H-carbazol-9-yl)naphtho[1',2':4,5]furo[2,3-b]pyrazine C1(=CC=CC=C1)N1C2=CC=CC=C2C=2C=C(C=CC12)C=1C=CC=2N(C3=CC=CC=C3C2C1)C=1N=C2C(=NC1)OC1=C2C=2C=CC=CC2C=C1